3-chloro-N-neopentyl-pyridineamide ClC=1C(=NC=CC1)C(=O)NCC(C)(C)C